ClC1=CC(=C(CNC(=O)[C@H]2N(C[C@@H](C2)O)C(C(C(C)C)C2=CC(=NO2)C)=O)C=C1)O (2S,4R)-N-(4-Chloro-2-hydroxybenzyl)-4-hydroxy-1-(3-methyl-2-(3-methylisoxazol-5-yl)butanoyl)pyrrolidine-2-carboxamide